1-[[3-[4-[2-allyl-1-[6-(1-hydroxy-1-methyl-ethyl)-2-pyridyl]-3-oxo-pyrazolo[3,4-d]pyrimidin-6-yl]piperazine-1-carbonyl]-4-fluoro-phenyl]methyl]-5-fluoro-quinazoline-2,4-dione C(C=C)N1N(C2=NC(=NC=C2C1=O)N1CCN(CC1)C(=O)C=1C=C(C=CC1F)CN1C(NC(C2=C(C=CC=C12)F)=O)=O)C1=NC(=CC=C1)C(C)(C)O